5-(2-methylpyridin-4-yl)-N-(2-morpholino-5-(piperidin-1-yl)oxazolo[4,5-b]pyridin-6-yl)furan-2-carboxamide CC1=NC=CC(=C1)C1=CC=C(O1)C(=O)NC=1C=C2C(=NC1N1CCCCC1)N=C(O2)N2CCOCC2